CN(C1=C(CN[C@H]2C[C@@H]([C@@H](CC2)NCC2=CC3=C(N(C(N3C)=O)C)C=C2)F)C=CC=C1)C 5-((((1R,2S,4R)-4-((2-(Dimethylamino)benzyl)amino)-2-fluorocyclohexyl)amino)methyl)-1,3-dimethyl-1,3-dihydro-2H-benzo[d]imidazol-2-one